FC1=C(CN2[C@@H](CCC2=O)CC(=O)N[C@@H](C(C)C)C(=O)OCC2=C(C=CC=C2)Br)C=CC=C1F 2-Bromobenzyl (2-((S)-1-(2,3-difluorobenzyl)-5-oxopyrrolidin-2-yl)acetyl)-L-valinate